O=S1(CC(CC1)CC=1N(C(=NN1)SC(C(=O)NC1=C(C2=C(S1)CCC2)C(=O)N)C)C)=O 2-[2-({5-[(1,1-dioxo-1λ6-thiolan-3-yl)methyl]-4-methyl-4H-1,2,4-triazol-3-yl}sulfanyl)propanamido]-4H,5H,6H-cyclopenta[b]thiophene-3-carboxamide